Trimethoxyisobutoxyhafnium CO[Hf](OCC(C)C)(OC)OC